BrC1=CNC=2C(N(N=CC21)CC2=CC=C(C=C2)OC)=O 3-bromo-6-(4-methoxybenzyl)-1,6-dihydro-7H-pyrrolo[2,3-d]pyridazin-7-one